N-{[2-fluoro-6-(1,2,3,4-tetrazol-1-yl)phenyl]methyl}-3-(methoxymethyl)-1-({4-[(2-oxopyridin-1-yl)methyl]phenyl}methyl)pyrazole-4-carboxamide FC1=C(C(=CC=C1)N1N=NN=C1)CNC(=O)C=1C(=NN(C1)CC1=CC=C(C=C1)CN1C(C=CC=C1)=O)COC